1-(azetidin-3-yl)-6-methyl-N-(4-(trifluoromethyl)phenyl)-1H-pyrazolo[3,4-b]pyridin-3-amine N1CC(C1)N1N=C(C=2C1=NC(=CC2)C)NC2=CC=C(C=C2)C(F)(F)F